8-Chloro-5-[[2-[3-(5-chloro-6-oxo-1H-pyridazin-4-yl)propyl]-2-azaspiro[3.3]heptan-6-yl]oxy]-2-methyl-phthalazin-1-one ClC=1C=CC(=C2C=NN(C(C12)=O)C)OC1CC2(CN(C2)CCCC=2C=NNC(C2Cl)=O)C1